(S)-N-{(S)-2-(6-bromo-3-fluoropyridine-2-yl)-1-[2-(6-trifluoromethylbenzo[d]isoxazol-3-yl)phenyl]ethyl}-2-methylpropane-2-sulfinamide BrC1=CC=C(C(=N1)C[C@@H](C1=C(C=CC=C1)C1=NOC2=C1C=CC(=C2)C(F)(F)F)N[S@@](=O)C(C)(C)C)F